C1(=C(C=CC=C1)N1N=NC(=C1)C=O)C 1-o-tolyl-1H-1,2,3-triazole-4-carbaldehyde